(4-(5-methyl-1H-imidazol-2-yl)piperidin-1-yl)(4'-(trifluoromethyl)-[1,1-biphenyl]-4-yl)methanone CC1=CN=C(N1)C1CCN(CC1)C(=O)C1=CC=C(C=C1)C1=CC=C(C=C1)C(F)(F)F